C(CC)(=O)OC[C@H]1O[C@H]([C@]([C@@H]1O)(C)F)N1C2=NC(=NC(=C2N=C1)NC)NC(C(C)C)=O ((2R,3R,4R,5R)-4-fluoro-3-hydroxy-5-(2-isobutyramido-6-(methylamino)-9H-purin-9-yl)-4-methyltetrahydrofuran-2-yl)methyl propionate